BrN1C2(NC(C1=O)C)C1=CC=CC=C1C1CCC(CC12)OC bromo-2-methoxy-4'-methyl-1,2,3,4,4a,9a-hexahydrospiro[fluorene-9,2'-imidazolidine]-5'-one